C(C)C1=CC(=C(C(=O)NC=2SC(=CN2)[N+](=O)[O-])C=C1)C 4-ethyl-2-methyl-N-(5-nitrothiazol-2-yl)benzamide